FC1=C(C=C(C=C1)N1N=CC2=CC(=CC=C12)N1CCC(CC1)C(=O)N(C)C)O 1-(1-(4-Fluoro-3-hydroxyphenyl)-1H-indazol-5-yl)-N,N-dimethylpiperidine-4-carboxamide